N-(2-diethylaminoethyl)-2-methoxy-4-amino-5-chlorobenzamide C(C)N(CCNC(C1=C(C=C(C(=C1)Cl)N)OC)=O)CC